[Ba].C(=O)=[Fe] carbonyl-iron barium